(4-[4-(benzyloxy)anilino]carbonyl-1,5-dimethyl-1H-pyrrol-2-yl)-4-cyanobenzoic acid C(C1=CC=CC=C1)OC1=CC=C(NC(=O)C=2C=C(N(C2C)C)C2=C(C(=O)O)C=CC(=C2)C#N)C=C1